NCC1=CC=C(C=C1)COC1=CC(=NN1C(=O)C=1OC=CC1)C1C(CC(N(C1)S(=O)(=O)C)=O)C 5-(5-{[4-(aminomethyl)phenyl]methoxy}-1-(furan-2-carbonyl)-1H-pyrazol-3-yl)-1-methanesulfonyl-4-methylpiperidin-2-one